6-(3-isopropyl-5-(1-(oxetan-3-yl)piperidin-4-yl)-1H-indol-2-yl)-7,8-dimethyl-[1,2,4]triazolo[4,3-a]pyridine C(C)(C)C1=C(NC2=CC=C(C=C12)C1CCN(CC1)C1COC1)C=1C(=C(C=2N(C1)C=NN2)C)C